(S)-4-(6-bromo-3-cyano-2-fluoro-4-nitrophenyl)-2-(hydroxymethyl)piperazine-1-carboxylic acid tert-butyl ester C(C)(C)(C)OC(=O)N1[C@@H](CN(CC1)C1=C(C(=C(C=C1Br)[N+](=O)[O-])C#N)F)CO